1-(4-chloro-3-(trifluoromethyl)phenyl)-3-(3,4-difluoro-5-(3-morpholinylquinoxaline-6-carbonyl)phenyl)urea ClC1=C(C=C(C=C1)NC(=O)NC1=CC(=C(C(=C1)C(=O)C=1C=C2N=C(C=NC2=CC1)N1CCOCC1)F)F)C(F)(F)F